C(C1=CC=CC=C1)OC1=NC=2N([C@@H](C(NC2C(=N1)OCC1=CC=CC=C1)=O)C)C[C@@H]([C@@H]([C@@H](COCC1=CC=CC=C1)OCC1=CC=CC=C1)OCC1=CC=CC=C1)OCC1=CC=CC=C1 (R)-2,4-Bis(benzyloxy)-7-methyl-8-[(2S,3S,4R)-2,3,4,5-tetrakis(benzyloxy)pentyl]-7,8-dihydropteridin-6(5H)-one